1-acryloyl-3'-((3-fluoro-2-methoxyphenyl)amino)-2'-(3-methoxypyridin-4-yl)-5',6'-dihydrospiro[piperidine-4,7'-pyrrolo[3,2-c]pyridin]-4'(1'H)-one C(C=C)(=O)N1CCC2(C3=C(C(NC2)=O)C(=C(N3)C3=C(C=NC=C3)OC)NC3=C(C(=CC=C3)F)OC)CC1